4-hydroxy-1-(3-pyridyl)-1-butanone OCCCC(=O)C=1C=NC=CC1